2-{3-[(1R)-1-[(2R)-azetidin-2-yl]ethoxy]pyridin-4-yl}-3-[(3-fluoro-2-methoxyphenyl)amino]-1H,5H,6H,7H-pyrrolo[3,2-c]pyridin-4-one N1[C@H](CC1)[C@@H](C)OC=1C=NC=CC1C1=C(C=2C(NCCC2N1)=O)NC1=C(C(=CC=C1)F)OC